(2S)-2-(4-chloro-6-oxo-pyridazin-1-yl)-N-[4-methyl-3-[2-(2-pyridyl)ethylsulfamoyl]phenyl]propanamide ClC=1C=NN(C(C1)=O)[C@H](C(=O)NC1=CC(=C(C=C1)C)S(NCCC1=NC=CC=C1)(=O)=O)C